OC(C)(C)C1=C(C=C2C=NNC2=C1)NC(=O)C1=NC(=CC=C1)C(F)(F)F N-[6-(2-Hydroxypropan-2-yl)-1H-indazol-5-yl]-6-(trifluoromethyl)pyridine-2-carboxamide